4-(3-hydroxypropoxy)-3-phenyl-1,2,5-oxadiazole 2-oxide OCCCOC=1C(=[N+](ON1)[O-])C1=CC=CC=C1